2-(3-(3-(dimethylcarbamoyl)phenoxy)phenyl)-2-methylpropanoic acid CN(C(=O)C=1C=C(OC=2C=C(C=CC2)C(C(=O)O)(C)C)C=CC1)C